OC1=CC=C(C=C1)N1C(OCC1)=O 3-(4-hydroxyphenyl)oxazolidin-2-one